(3S,4S)-1-Cyclohexyl-4-{[5-(2,4,6-trifluoro-phenyl)-isoxazole-3-carbonyl]-amino}-piperidine-3-carboxylic acid (2-methoxy-1,1-dimethyl-ethyl)-amide COCC(C)(C)NC(=O)[C@H]1CN(CC[C@@H]1NC(=O)C1=NOC(=C1)C1=C(C=C(C=C1F)F)F)C1CCCCC1